rac-cis-3-ethyl-3-fluoropiperidin-4-ol C(C)[C@@]1(CNCC[C@H]1O)F |r|